FC1=C(CN(C(C2=CC=CC=C2)=O)C=2C=C(C=NC2)/C=C/C(=O)OC)C=CC(=C1)C=1C=C2C=NN(C2=CC1)C methyl (E)-3-(5-(N-(2-fluoro-4-(1-methyl-1H-indazol-5-yl)benzyl)benzamido)pyridin-3-yl)acrylate